(R)-N2-(3-fluoro-5-(piperidin-3-ylamino)phenyl)-N4-isopropyl-5-(trifluoromethyl)pyrimidine-2,4-diamine FC=1C=C(C=C(C1)N[C@H]1CNCCC1)NC1=NC=C(C(=N1)NC(C)C)C(F)(F)F